ClC1=CC(=C(C=C1)[C@@]1(OC2=C(C=CC=C2C(=C1)F)C1CCN(CC1)CC1=NC=2C(=NC(=CC2)C(=O)O)N1C[C@H]1OCC1)C)OC([2H])([2H])[2H] 2-((4-((R)-2-(4-chloro-2-(methoxy-d3)phenyl)-4-fluoro-2-methyl-2H-chromen-8-yl)piperidin-1-yl)methyl)-3-(((S)-oxetan-2-yl)methyl)-3H-imidazo[4,5-b]pyridine-5-carboxylic acid